COC1=CC=C(C=C1)CNC1=C2C(=NC=C1C#N)N[C@@H](C2)C (2R)-4-[(4-methoxyphenyl)methylamino]-2-methyl-2,3-dihydro-1H-pyrrolo[2,3-b]pyridine-5-carbonitrile